C(C)(C)(C)OC(NC1=C(C(=C(C(=C1)OC)CBr)OC)Br)=O (2-bromo-4-bromomethyl-3,5-dimethoxyphenyl)-carbamic acid tert-butyl ester